C(#N)C(C(=O)O)(CCC)C#N.N(=N[Na])[Na] azosodium dicyanovalerate